The molecule is a thiomorpholinemonocarboxylic acid having the carboxy group at the 3-position. It is a conjugate acid of a thiomorpholine-3-carboxylate. It is a tautomer of a thiomorpholine-3-carboxylic acid zwitterion. C1CSCC(N1)C(=O)O